(S)-benzyl (1-(2-(3-amino-3-oxopropyl)-2-propionylhydrazinyl)-4-methyl-1-oxopentan-2-yl)carbamate NC(CCN(NC([C@H](CC(C)C)NC(OCC1=CC=CC=C1)=O)=O)C(CC)=O)=O